N1(CCNCCC1)C(=O)C=1C=C2C(=NNC2=CC1)C1=NC2=C(N1)C=C(C=C2)N2CCOCC2 (1,4-diazepan-1-yl)(3-(6-morpholino-1H-benzo[d]imidazol-2-yl)-1H-indazol-5-yl)methanone